CNC1=C(N=C(S1)C1=CC=CC=C1)C(=O)OCC ethyl 5-(methylamino)-2-phenylthiazole-4-carboxylate